ClC(OC1=CC=C(C=C1)NC(=O)C=1C=C(C2=C(N=C3COC[C@H](N32)C)C1)C=1C=C3C(=NC1)CNC3=O)(F)F (R)-N-(4-(chlorodifluoromethoxy)phenyl)-4-methyl-6-(5-oxo-6,7-dihydro-5H-pyrrolo[3,4-b]pyridin-3-yl)-3,4-dihydro-1H-benzo[4,5]imidazo[2,1-c][1,4]oxazine-8-carboxamide